CC1=C2C(C(=C(OC2=CC=C1)C1=CC=CC=C1)Cl)=O methyl-flavonyl chloride